1-[4-(3,5-dichlorophenyl)piperazin-1-yl]-2-methoxy-4-methyl-pent-4-en-1-one ClC=1C=C(C=C(C1)Cl)N1CCN(CC1)C(C(CC(=C)C)OC)=O